3-[4-(3-Amino-1H-pyrazolo[3,4-b]pyrazin-5-yl)-benzylamino]-6-cyano-pyrazine-2-carboxylic acid [1-(3,4-difluoro-phenyl)-ethyl]-amide FC=1C=C(C=CC1F)C(C)NC(=O)C1=NC(=CN=C1NCC1=CC=C(C=C1)C=1N=C2C(=NC1)NN=C2N)C#N